FC(C=1N=CC=2N(C1)C(=CN2)C2=CC=CC(=N2)N[C@H]2CNC[C@@H]2F)F 6-(6-(difluoromethyl)imidazo[1,2-a]pyrazin-3-yl)-N-((3S,4S)-4-fluoropyrrolidin-3-yl)pyridin-2-amine